The molecule is a member of the class of benzoxazocines that is 3,4,5,6-tetrahydro-1H-2,5-benzoxazocine substituted by phenyl and methyl groups at positions 1 and 5 respectively. It is a benzoxazocine and a tertiary amino compound. CN1CCOC(C2=CC=CC=C2C1)C3=CC=CC=C3